(5,5-difluoro-3-phenyl-pent-4-en-1-yl)(methyl)sulfane FC(=CC(CCSC)C1=CC=CC=C1)F